2-chloro-4-(methoxymethyl)quinoline-7-carbaldehyde ClC1=NC2=CC(=CC=C2C(=C1)COC)C=O